C(C)OC(=O)C1CCN(CC1)C1=C(C=C(C=C1)C=1C(=NC(=CC1)OCC1=CC=CC=C1)OCC1=CC=CC=C1)C 1-(4-(2,6-bis(benzyloxy)pyridin-3-yl)-2-methylphenyl)piperidine-4-carboxylic acid ethyl ester